FC1=C(CN2C(C3=NC=CC=C3C2=O)([2H])[2H])C(=CC(=C1)C1=C2C=NN(C2=C(C=C1)C(F)(F)F)C([2H])([2H])[2H])F 6-(2,6-difluoro-4-(1-(methyl-d3)-7-(trifluoromethyl)-1H-indazol-4-yl)benzyl)-6,7-di-hydro-5H-pyrrolo[3,4-b]pyridin-5-one-7,7-d2